CS(=O)(=O)C1=CC2=CC=CC=C2C=C1 2-(methylsulfonyl)naphthalene